FC1=CC(=C(N[C@H]2CC[C@H](CC2)NC(OC(C)(C)C)=O)C=C1)OCOCC[Si](C)(C)C cis-tert-Butyl N-[4-[4-fluoro-2-(2-trimethylsilylethoxymethoxy) anilino]cyclohexyl]carbamate